C1(=CC=CC=C1)CCO L-2-phenylethanol